NC=1C(=NC(=C(N1)F)C1=CC(=C(C=C1)C1CCOCC1)CN(C)C)C=1C=C2C(=CNC(C2=C(C1)F)=O)F 6-(3-amino-6-(3-((dimethylamino)methyl)-4-(tetrahydro-2H-pyran-4-yl)phenyl)-5-fluoropyrazin-2-yl)-4,8-difluoroisoquinolin-1(2H)-one